1-(1-acetyl-7-fluoro-4-isopropyl-2-(o-tolyl)-1,2,3,4-tetrahydroquinoline-6-Yl)-4-ethyl-3-(hydroxymethyl)-1H-1,2,4-triazol-5(4H)-one C(C)(=O)N1C(CC(C2=CC(=C(C=C12)F)N1N=C(N(C1=O)CC)CO)C(C)C)C1=C(C=CC=C1)C